N1(N=CN=C1)C1=NC=CC=C1 2-(1H-1,2,4-triazol-1-yl)pyridine